1-(1H-benzo[d]imidazol-5-yl)-5-(4-phenylcyclohexyl)imidazolidin-2-one N1C=NC2=C1C=CC(=C2)N2C(NCC2C2CCC(CC2)C2=CC=CC=C2)=O